4-(3-azidopropoxy)2-(2,6-dioxopiperidin-3-yl)isoindoline-1,3-dione N(=[N+]=[N-])CCCOC1=C2C(N(C(C2=CC=C1)=O)C1C(NC(CC1)=O)=O)=O